NC1=C(C=C(C=N1)C=1C=C2N(N1)CCC21CN(CC1)C(=O)N[C@](C(F)(F)F)(C1=CC=CC=C1)OC)C(F)(F)F 2'-[6-amino-5-(trifluoromethyl)pyridin-3-yl]-N-[(1R)-2,2,2-trifluoro-1-methoxy-1-phenylethyl]-5',6'-dihydrospiro[pyrrolidine-3,4'-pyrrolo[1,2-b]pyrazole]-1-carboxamide